ClC1=C2OC=3C=CC=C(C[C@@H]4N(C(NCC(C=C1)=N2)=O)CC([C@@H]4NS(=O)(=O)C(C)C)(F)F)C3F N-[(15aS,16R)-7-chloro-17,17,20-trifluoro-1-oxo-2,3,15a,16,17,18-hexahydro-1H,15H-4,8-(azeno)-10,14-(metheno)pyrrolo[1,2-j][1,8,10]oxadiazacycloheptadecin-16-yl]propane-2-sulfonamide